(S)-1-(oxetan-2-ylmethyl)-1H-pyrazole-3-sulfonamide O1[C@@H](CC1)CN1N=C(C=C1)S(=O)(=O)N